C(C)(=O)N1C(C2=C(C1=O)C=C(S2)Br)(C)C 5-acetyl-2-bromo-6,6-dimethyl-5,6-dihydro-4H-thieno[2,3-c]pyrrol-4-one